CC1=NOC(=C1C=1C=C2C(=NC1)N(C=C2)[C@@H](C)C2=NC=CC=C2)C (S)-3,5-dimethyl-4-(1-(1-(pyridin-2-yl)ethyl)-1H-pyrrolo[2,3-b]pyridin-5-yl)isoxazole